C(C)OC=1C(=C(C=CC1)C1=CC2=C(O[C@H](CN2S(=O)(=O)C2=CC(=CC=C2)C(F)(F)F)CCC(=O)O)C=C1)F (S)-3-(6-(3-ethoxy-2-fluorophenyl)-4-((3-(trifluoromethyl)phenyl)sulfonyl)-3,4-dihydro-2H-benzo[b][1,4]oxazin-2-yl)propanoic acid